COC1=C2C=C(NC2=CC=C1)C(=O)N1CCC(CC1)C=1C=C2CN(C(C2=CC1)=O)C1C(NC(CC1)=O)=O 3-(5-(1-(4-methoxy-1H-indole-2-carbonyl)piperidin-4-yl)-1-oxoisoindolin-2-yl)piperidine-2,6-dione